CC1(O[C@@H]([C@H](O1)CO)CCCCCCCC)C ((4R,5R)-2,2-dimethyl-5-octyl-1,3-dioxolan-4-yl)meth-anol